(2-(4-(6-methoxyisoquinolin-1-yl)piperazin-1-yl)ethyl)phosphonic acid COC=1C=C2C=CN=C(C2=CC1)N1CCN(CC1)CCP(O)(O)=O